FC(OC1=C(C=CC(=C1)OC(F)(F)F)C=1C=2N(C(=NN1)N[C@H]1CN(CCC1)C)C=CC2)F 1-[2-(difluoromethoxy)-4-(trifluoromethoxy)phenyl]-N-[(3R)-1-methylpiperidin-3-yl]pyrrolo[1,2-d][1,2,4]triazin-4-amine